N-(7-hydrazino-7-oxoheptyl)-4-((5-nitro-1H-indol-3-yl)methyl)benzamide N(N)C(CCCCCCNC(C1=CC=C(C=C1)CC1=CNC2=CC=C(C=C12)[N+](=O)[O-])=O)=O